L-laminin N[C@@H](CCCC[N+](C)(C)C)C(=O)O